3-heptyl-4-methyl-1,3-thiazol C(CCCCCC)N1CSC=C1C